ClC1=C(NC2=NOC3=C2C=C(C=C3)Cl)C=CC=C1C1=CC3=C(OCCO3)C=C1 3-(2-chloro-3-(1,4-benzodioxan-6-yl)anilino)-5-chlorobenzoisoxazole